BrC=1C2=CN(N=C2C=CC1)CCO 2-(4-bromoindazol-2-yl)ethanol